C(C)(C)(C)OC(=O)N1CC2=CC(=CC=C2C(C1)(F)F)Br 7-bromo-4,4-difluoro-3,4-dihydroisoquinoline-2(1H)-carboxylic acid tert-butyl ester